tricarboxyammonium C(=O)(O)[NH+](C(=O)O)C(=O)O